1-(2-(1-(benzyloxy)-3-fluoropropan-2-yloxy)-5-chloro-4-fluorophenyl)propan-1-one C(C1=CC=CC=C1)OCC(CF)OC1=C(C=C(C(=C1)F)Cl)C(CC)=O